(9-((2R,4S,5R)-4-hydroxy-5-(hydroxymethyl)tetrahydrofuran-2-yl)-8-oxo-8,9-dihydro-7H-purin-6-yl)benzamide O[C@H]1C[C@@H](O[C@@H]1CO)N1C2=NC=NC(=C2NC1=O)C1=C(C(=O)N)C=CC=C1